(S)-6-(((1-(1-(fluoromethyl)cyclopropyl)-1H-1,2,3-triazol-4-yl)(2-methyl-1-oxo-1,2-dihydroisoquinolin-5-yl)methyl)amino)-4-(neopentylamino)quinoline-3,8-dicarbonitrile FCC1(CC1)N1N=NC(=C1)[C@H](C1=C2C=CN(C(C2=CC=C1)=O)C)NC=1C=C2C(=C(C=NC2=C(C1)C#N)C#N)NCC(C)(C)C